2,5,6-trimethyl-anisole CC1=C(C(=C(C=C1)C)C)OC